(11R)-6-(2,6-Dimethylphenyl)-11-isobutyl-2,2-dioxo-9-oxa-2λ6-thia-3,5,12,19-tetrazatricyclo[12.3.1.14,8]nonadeca-1(18),4(19),5,7,14,16-hexaen-13-one CC1=C(C(=CC=C1)C)C1=NC=2NS(C=3C=CC=C(C(N[C@@H](COC(=C1)N2)CC(C)C)=O)C3)(=O)=O